C(C=C)OC1=CC(=CC=2N(C(=NC21)CCl)CC2=CN=CS2)C(=O)OC Methyl 4-(allyloxy)-2-(chloromethyl)-1-(thiazol-5-ylmethyl)-1H-benzo[d]imidazole-6-carboxylate